CS(=O)(=O)N1CCC(CC1)=O 1-methylsulfonylpiperidin-4-one